3-METHYLTHIOPROPIONALDEHYD CCCC=S